FC(C(=O)O)(F)F.FC=1C=C(C=C(C1)F)C1CC=NN1C(=O)C1C[C@@H]2[C@@H](CNC2)C1 (3aR,6aS)-(5-(3,5-difluorophenyl)-4,5-dihydro-1H-pyrazol-1-yl)(octahydrocyclopenta[c]pyrrol-5-yl)methanone trifluoroacetate